[Ru](I)(I)(I)(I)(I)I ruthenium(VI) iodide